N-[3-(1-methylimidazol-4-yl)-4-[[4-(trifluoromethyl)phenyl]methylamino]phenyl]prop-2-enamide CN1C=NC(=C1)C=1C=C(C=CC1NCC1=CC=C(C=C1)C(F)(F)F)NC(C=C)=O